O=C1NC(CCC1N1C(N(C2=C1C=CC=C2N2CCC(CC2)N(C)CC2CN(C2)C(=O)OC(C)(C)C)C)=O)=O tert-butyl 3-[[[1-[1-(2,6-dioxo-3-piperidyl)-3-methyl-2-oxo-benzimidazol-4-yl]-4-piperidyl]-methyl-amino]methyl]azetidine-1-carboxylate